N-(2-(1-cyclopropyl-3-(methyl-d3)-1H-pyrazol-4-yl)pyrimidin-4-yl)-5-isopropyl-8-((2R,3S)-2-methyl-3-((methylsulfonyl)methyl)azabut-1-yl)isoquinolin-3-amine C1(CC1)N1N=C(C(=C1)C1=NC=CC(=N1)NC=1N=CC2=C(C=CC(=C2C1)C(C)C)N[C@@H]([C@H](C)CS(=O)(=O)C)C)C([2H])([2H])[2H]